ClC1=CC=C(CNC2CC(C2)NC(OC(C)(C)C)=O)C=C1 tert-Butyl (3-((4-chlorobenzyl)amino)cyclobutyl)carbamate